sodium propylene glycol dicaprylate C(CCCCCCC)(=O)OCC(C)OC(CCCCCCC)=O.[Na]